C(=O)C1=CC(=C(C=C1)NC(C(C)(C)C)=O)C N-(4-formyl-2-methylphenyl)trimethyl-acetamide